ClC1=C(C=C(CN2CCN(CC2)C(=O)N2N=C(C=C2)NS(=O)(=O)C)C=C1)N1[C@@H]2[C@H](OCC1)CCC2 N-(1-(4-(4-Chloro-3-((4aS,7aR)-hexahydrocyclopenta[b][1,4]oxazin-4(4aH)-yl)benzyl)piperazine-1-carbonyl)-1H-pyrazol-3-yl)methanesulfonamide